Methyl 5-[(2-amino-3-fluoropyridine-4-yl) methyl]-2-(2-chloro-4-iodoanilino)-3,4-difluorobenzoate NC1=NC=CC(=C1F)CC=1C(=C(C(=C(C(=O)OC)C1)NC1=C(C=C(C=C1)I)Cl)F)F